2,6-di-tertiary-butylphenol C(C)(C)(C)C1=C(C(=CC=C1)C(C)(C)C)O